C(C(=C)C)(=O)OCCCCCO[Si](OCC)(OCC)C(=O)O 3-methacryloyloxypropylcarboxytriethoxysilane